titanium di(isopropoxide) di(ethylacetate) C(C)CC(=O)[O-].C(C)CC(=O)[O-].CC([O-])C.CC([O-])C.[Ti+4]